CC(C#C)(C)C=CCCP(OCCC=C)([O-])=O (3-butenyl) (1,1-dimethyl-2-propynyl)3-butenylphosphonate